C(CCCCCCCCCCCCCCC)OC(C=C(C)N)=O 3-amino-2-butenoic acid hexadecyl ester